2-(6-bromo-5-fluoropyridin-2-yl)-2-fluoro-2-phenyl-acetic acid BrC1=C(C=CC(=N1)C(C(=O)O)(C1=CC=CC=C1)F)F